3,5-difluorophenyl 1-(8-fluoro-7-(8-fluoronaphthalen-1-yl)-2-((tetrahydro-1H-pyrrolizin-7a(5H)-yl)methoxy)pyrido[4,3-d]pyrimidin-4-yl)piperidine-4-carboxylate FC1=C(N=CC2=C1N=C(N=C2N2CCC(CC2)C(=O)OC2=CC(=CC(=C2)F)F)OCC21CCCN1CCC2)C2=CC=CC1=CC=CC(=C21)F